6-bromo-2-phenylphenanthro[9,10-d]oxazole BrC1=CC=2C=3C=CC=CC3C3=C(N=C(O3)C3=CC=CC=C3)C2C=C1